2-(4-fluorophenyl)-5,7-dihydroxy-8-(pyrrolidin-1-yl)-4H-chromen-4-one FC1=CC=C(C=C1)C=1OC2=C(C(=CC(=C2C(C1)=O)O)O)N1CCCC1